Methyl 6-phenyl-3-(4-(trifluoromethoxy)phenyl)imidazo[1,2-a]pyridine-7-carboxylate C1(=CC=CC=C1)C=1C(=CC=2N(C1)C(=CN2)C2=CC=C(C=C2)OC(F)(F)F)C(=O)OC